C1(=CC=CC2=CC3=CC=CC=C3C=C12)Br anthryl bromide